COC(=O)C=1C=CC2=C(N(C(=N2)CN2CCC(=CC2)C2=NC(=CC=C2)OCC2=CC=C(C=3C(=COC32)C)C#N)C[C@H]3OCC3)C1 (S)-2-((6-((4-cyano-3-methylbenzofuran-7-yl)methoxy)-3',6'-dihydro-[2,4'-bipyridine]-1'(2'H)-yl)methyl)-1-(oxetane-2-ylmethyl)-1H-benzo[d]imidazole-6-carboxylic acid methyl ester